N-(3-chloro-5-(methylsulfonyl)phenyl)-4-(5-(3,3-difluoropyrrolidin-1-yl)-3-fluoropyridin-2-yl)-5-methylthiophene-2-carboxamide ClC=1C=C(C=C(C1)S(=O)(=O)C)NC(=O)C=1SC(=C(C1)C1=NC=C(C=C1F)N1CC(CC1)(F)F)C